cyclobutane-octal C1(C(C(C1(C=O)C=O)(C=O)C=O)(C=O)C=O)(C=O)C=O